N(=[N+]=[N-])CCOCCCS(=O)(=O)O.CC1(OB(OC1(C)C)C=1C=CC(=NC1)N1CCOCC1)C 4-(5-(4,4,5,5-tetramethyl-1,3,2-dioxaborolan-2-yl)pyridin-2-yl)morpholine 2-(2-azidoethoxy)ethyl-methanesulfonate